2,2-dimethyl-2H-benzopyran CC1(OC2=C(C=C1)C=CC=C2)C